N-hexyl-4-methylpyridine bis(trifluoromethanesulfonyl)imide salt [N-](S(=O)(=O)C(F)(F)F)S(=O)(=O)C(F)(F)F.C(CCCCC)N1CC=C(C=C1)C